ClC1=C(C=NC=C1F)F 4-chloro-3,5-difluoropyridine